{2-chloro-3-[hydroxy-(sulfino)-methyl]-cyclohexyl}-(hydroxy)-methanesulfinic acid ClC1C(CCCC1C(S(=O)O)O)C(S(=O)O)O